OC1=CC=C(C=C1)\C=C\C(=O)C1=C(C=C(C=C1O)O)O 4,2',4',6'-tetrahydroxychalcone